C(\C=C\C)(=O)N[C@@H](CCCCN)C(=O)O crotonyllysine